Cl.NC=1N=CN(C1)C1=CC=C(C(=O)N)C=C1 4-(4-amino-1H-imidazol-1-yl)benzamide hydrochloride